1-((((2,6-diisopropylphenoxy)carbonyl)oxy)methyl)-3-(dimethylcarbamoyl)pyridin-1-ium iodide [I-].C(C)(C)C1=C(OC(=O)OC[N+]2=CC(=CC=C2)C(N(C)C)=O)C(=CC=C1)C(C)C